S1C(=NC2=C1C=CC=C2)C2=CC=C(OCC(=O)NO)C=C2 2-(4-(benzo[d]thiazole-2-yl)phenoxy)-N-hydroxyacetamide